dimethyl-(tetrahydroindenyl)dimethylsilyl-(3-n-propyl-cyclopentadienyl)zirconium C[Zr](C1C=C(C=C1)CCC)([Si](C)(C)C1CCC2CC=CC=C12)C